2-(1-methyl-1H-imidazol-5-yl)-N-(4-(trifluoromethyl)cyclohexyl)pyrimidine-4-carboxamide CN1C=NC=C1C1=NC=CC(=N1)C(=O)NC1CCC(CC1)C(F)(F)F